ClC(=O)C=1C=C(C(=O)OC)C=CC1[N+](=O)[O-] methyl 3-(chlorocarbonyl)-4-nitrobenzoate